N-[4-(9-phenyl-9H-carbazol-3-yl)phenyl]-N-(1,1':3,1''-terphenyl-4-yl)-9,9-dimethyl-9H-fluoren-4-amine C1(=CC=CC=C1)N1C2=CC=CC=C2C=2C=C(C=CC12)C1=CC=C(C=C1)N(C1=CC=CC=2C(C3=CC=CC=C3C12)(C)C)C1=C(C=C(C=C1)C1=CC=CC=C1)C1=CC=CC=C1